N1C(=NC=C1)N imidazoleamine